NC=1C2=C(N=CN1)N(C(=C2C=2C=NC1=CC=CC=C1C2)C#C)C21CCC(CC2)(C1)NC(=O)C=1OC=CN1 N-(4-(4-amino-6-ethynyl-5-(quinolin-3-yl)-7H-pyrrolo[2,3-d]pyrimidin-7-yl)bicyclo[2.2.1]heptan-1-yl)oxazole-2-carboxamide